N[C@H](C(=O)NCC(N(CC(NC=1SC2=C(N1)C=CC(=C2)OC(F)(F)F)=O)C)=O)C (2S)-2-Amino-N-{[methyl({[6-(trifluoromethoxy)-1,3-benzothiazol-2-yl]carbamoyl}methyl)carbamoyl]methyl}propanamide